NC(=O)C1=CC=CC2=CN(N=C12)C1=CC=C(C=C1)NC(=O)C1C[NH2+]CC1 3-[({4-[7-(aminocarbonyl)-2H-indazole-2-yl]phenyl}amino)carbonyl]pyrrolidinium